FC1(CCN(CC1)C(=O)C1=NC=CC(=C1O)NC=1C(C(C1NC1C(CCC=2N=C(SC21)C)(C)C)=O)=O)F 3-((2-(4,4-difluoropiperidine-1-carbonyl)-3-hydroxypyridin-4-yl)amino)-4-((2,6,6-trimethyl-4,5,6,7-tetrahydrobenzo[d]thiazol-7-yl)amino)cyclobut-3-ene-1,2-dione